C(C)(=O)C1=C(C=CC(=N1)NC=1N=CC2=C(N1)N(C(C(=C2)CC)=O)C2CCCC2)N2CCNCC2 2-(6-Acetyl-5-piperazin-1-yl-pyridin-2-ylamino)-8-cyclopentyl-6-ethyl-8H-pyrido[2,3-d]pyrimidin-7-one